N2-[[1-(5-chloro-1,3-benzooxazol-2-yl)-4-piperidinyl]methyl]furan-2,5-dicarboxamide ClC=1C=CC2=C(N=C(O2)N2CCC(CC2)CNC(=O)C=2OC(=CC2)C(=O)N)C1